NCCOCCOCCOCCNC(CNC1=CC(=C(C(=O)NC=2SC(=CN2)C)C=C1)C)=O 4-((14-amino-2-oxo-6,9,12-trioxa-3-azatetradecyl)amino)-2-methyl-N-(5-methylthiazol-2-yl)benzamide